C(C)(C)(C)OC(NC1=CN(C(=CC=C1C)C)S(=O)(=O)C1=C(C=CC=C1)[N+](=O)[O-])=O ((3S,4S,7S)-4,7-dimethyl-1-((2-nitrophenyl)sulfonyl)azepin-3-yl)carbamic acid tert-butyl ester